N-(6-methyl-5-nitropyridin-3-yl)-4-((4-methylpiperazin-1-yl)methyl)-3-(trifluoromethyl)benzamide CC1=C(C=C(C=N1)NC(C1=CC(=C(C=C1)CN1CCN(CC1)C)C(F)(F)F)=O)[N+](=O)[O-]